C(C)(C)(C)OC(NC1=CC=C2N=C3C(C=4C=C(C=CC4N3C(C2=C1)=O)C#N)=O)=O tert-butyl-14-cyano-9,17-dioxo-2,10-diazatetracyclo[8.7.0.03,8.011,16]heptadeca-1,3,5,7,11(16),12,14-heptaen-6-ylcarbamate